BrCCCCOC1=CC=C2C=CC(NC2=C1)=O 7-(4-bromobutoxy)-2(1H)-quinolinone